CN(C=1C=C(OCCOCC=2C=CC(=NC2)N(CC2=CC(=CC=C2)OC)CC2=CC(=CC=C2)OC)C=CC1)C 5-((2-(3-(dimethylamino)phenoxy)ethoxy)methyl)-N,N-bis(3-methoxybenzyl)pyridin-2-amine